(1R,2S,5S)-3-(O-tert-butyl-N-(2-chloro-2,2-difluoroacetyl)-L-threonyl)-6,6-dimethyl-3-azabicyclo[3.1.0]hexane-2-carboxylic acid C(C)(C)(C)O[C@@H]([C@H](NC(C(F)(F)Cl)=O)C(=O)N1[C@@H]([C@H]2C([C@H]2C1)(C)C)C(=O)O)C